Cl.NC1=C(C(=O)NC2C(NC(CC2)=O)=O)C=CC=C1 2-amino-N-(2,6-dioxopiperidin-3-yl)benzamide hydrochloride